2,6-bis(methoxycarbonyl)-1,1-diphenyl-λ5-phosphinine COC(=O)C1=P(C(=CC=C1)C(=O)OC)(C1=CC=CC=C1)C1=CC=CC=C1